2-methyl-4-[4-(trifluoromethyl)phenyl]-[1,3]thiazolo[4,5-b]indole CC=1SC2=C(N(C=3C=CC=CC23)C2=CC=C(C=C2)C(F)(F)F)N1